2-(4-Fluorophenyl)butanoic acid methyl ester COC(C(CC)C1=CC=C(C=C1)F)=O